1-(3-methoxyphenyl)-3-phenylurea COC=1C=C(C=CC1)NC(=O)NC1=CC=CC=C1